NC1=C(C=C(C=C1)N1CCC(CC1)N(CCCSC)C)NC(OC(C)(C)C)=O tert-butyl (2-amino-5-(4-(methyl(3-(methylthio)propyl)amino)piperidin-1-yl)phenyl)carbamate